COC(C(/C(/C)=N/C)C(C1=C(C=C(C=C1)F)Br)=O)=O.FC1(CCN(CC1)C1=NC(=CC(=N1)C1=CN=C(O1)C1=C(C=C(C=C1)I)N1CCC2(CC2)CC1)C)F 5-(2-(4,4-difluoropiperidin-1-yl)-6-methylpyrimidin-4-yl)-2-(4-iodo-2-(6-azaspiro[2.5]oct-6-yl)phenyl)oxazole methyl-(3E)-2-(2-bromo-4-fluorobenzoyl)-3-(methylimino)butanoate